C(C(=O)C1=CC=CC=C1)S(=O)(=O)N phenacylsulfonamid